ClC1=NC=2C=NC(=NC2N(C1=O)C1=CC=C(C=C1)OC(F)F)OC1CC1 6-chloro-2-cyclopropoxy-8-(4-(difluoromethoxy)phenyl)pteridine-7(8H)-one